COC(=O)C1=CC2=C(C=CC=C2C=C1)O 8-hydroxy-2-naphthoic acid methyl ester